C(C)(C)(C)OC(=O)C=1C=CC2=C(N(C(=N2)CN2CCC(CC2)C2=NC(=CC=C2)OCC2=CC=NC3=CC(=CC=C23)C#N)C[C@H]2OCC2)C1 (S)-2-((4-(6-((7-cyanoquinolin-4-yl)methoxy)pyridin-2-yl)piperidin-1-yl)methyl)-1-((oxetan-2-yl)methyl)-1H-benzo[d]imidazole-6-carboxylic acid tert-butyl ester